6-Amino-1-(indolin-1-yl)hexan-1-one NCCCCCC(=O)N1CCC2=CC=CC=C12